N1(CCCC1)C1CCC2=C(CC1)C=C(C=C2)N 6,7,8,9-tetrahydro-7-(1-pyrrolidinyl)-5H-benzocyclohepten-2-amine